C(C)OC(=O)C(CC(=O)O)=C 3-(ethoxycarbonyl)but-3-enoic acid